ClC=1C=CC2=C(C(CC(O2)C(=O)NC23CC(C2)(C3)C=3OC(=NN3)[C@H]3[C@@H](C3)COC(F)(F)F)O)C1 6-chloro-4-hydroxy-N-[3-(5-{(1R,2R)-2-[(trifluoromethoxy)methyl]cyclopropyl}-1,3,4-oxadiazol-2-yl)bicyclo[1.1.1]pentan-1-yl]-3,4-dihydro-2H-1-benzopyran-2-carboxamide